C1(CC1)C=1C=NN2C1N=C(N=C2NCC2=NN=C(N2)C2=CC=CC=C2)SC 8-cyclopropyl-2-(methylsulfanyl)-N-[(5-phenyl-4H-1,2,4-triazol-3-yl)methyl]pyrazolo[1,5-a][1,3,5]triazin-4-amine